ClC1=CC=2C3=C(NC2C=C1)C(N(C=N3)CCC(=O)N3CCN(CC3)C3=C(C(=CC=C3)Cl)Cl)=O 8-chloro-3-(3-(4-(2,3-dichlorophenyl)piperazin-1-yl)-3-oxopropyl)-3,5-dihydro-4H-pyrimido[5,4-b]indol-4-one